3-(5-((3-((4'-chloro-5,5-dimethyl-3,4,5,6-tetrahydro-[1,1'-biphenyl]-2-yl)methyl)-3,8-diazabicyclo[3.2.1]octan-8-yl)methyl)-7-fluoro-1-oxoisoindolin-2-yl)piperidine-2,6-dione ClC1=CC=C(C=C1)C1=C(CCC(C1)(C)C)CN1CC2CCC(C1)N2CC=2C=C1CN(C(C1=C(C2)F)=O)C2C(NC(CC2)=O)=O